(S)-4-((R)-3-(5-cyclopropyl-4,7-difluoro-3,3-dimethyl-2-oxoindolin-1-yl)-2-oxopyrrolidin-1-yl)pentanoic acid C1(CC1)C=1C(=C2C(C(N(C2=C(C1)F)[C@H]1C(N(CC1)[C@H](CCC(=O)O)C)=O)=O)(C)C)F